sodium 2,6-diisopropylphenolate C(C)(C)C1=C(C(=CC=C1)C(C)C)[O-].[Na+]